COC(=O)C=1C=CC2=C(N(C(=N2)CC2=C(C=C(C=C2)C2=NC(=CC=C2)OCC(=O)C2=CC=C(C=C2)Cl)F)CCOC)C1 2-(4-(6-(2-(4-chlorophenyl)-2-oxoethoxy)pyridin-2-yl)-2-fluorobenzyl)-1-(2-methoxyethyl)-1H-benzo[d]imidazole-6-carboxylic acid methyl ester